C(C)(C)(C)OC(=O)N[C@H]1CN(CCC1)CC1=CC(=NC=C1)C(=O)O (R)-4-((3-((tert-Butoxycarbonyl)amino)piperidin-1-yl)methyl)pyridine-2-carboxylic acid